4,4-difluoro-N-(2-phenylethyl)cyclohexanecarboxamide FC1(CCC(CC1)C(=O)NCCC1=CC=CC=C1)F